2-methylthio-4-tertbutylamino-6-cyclopropylamino-s-triazine CSC1=NC(=NC(=N1)NC(C)(C)C)NC1CC1